(pyrimidin-4-ylmethyl)pyrrolo[2,1-f][1,2,4]triazin-4-amine N1=CN=C(C=C1)CC1=NN2C(C(=N1)N)=CC=C2